4-((4-(4-amino-3-methoxyphenyl)piperazin-1-yl)methyl)piperidine-1-carboxylic acid benzyl ester C(C1=CC=CC=C1)OC(=O)N1CCC(CC1)CN1CCN(CC1)C1=CC(=C(C=C1)N)OC